4-((6-(3,5-dimethylisoxazol-4-yl)-2-methyl-1H-imidazo[4,5-b]pyridin-1-yl)methyl)-3,5-dimethylisoxazole CC1=NOC(=C1C=1C=C2C(=NC1)N=C(N2CC=2C(=NOC2C)C)C)C